FC1=CC(=CC2=C1NC([C@H](CO2)NC(=O)C2=NN1C(CCC[C@H]1C(F)(F)F)=N2)=O)F (5S)-N-[(3S)-6,8-difluoro-4-oxo-3,5-dihydro-2H-1,5-benzoxazepin-3-yl]-5-(trifluoromethyl)-5,6,7,8-tetrahydro-[1,2,4]triazolo[1,5-a]pyridine-2-carboxamide